O=C([C@H](COC(C(F)(F)F)(C)C)NC(OC(C)(C)C)=O)NC1=NC=CC(=C1)CN1C(N[C@@H](C1)C(F)(F)F)=O Tert-butyl ((S)-1-oxo-1-((4-(((S)-2-oxo-4-(trifluoromethyl)imidazolidin-1-yl)methyl)pyridin-2-yl)amino)-3-((1,1,1-trifluoro-2-methylpropan-2-yl)oxy)propan-2-yl)carbamate